sodium 1-(piperidin-3-yl)-1H-pyrazole-5-carboxylate N1CC(CCC1)N1N=CC=C1C(=O)[O-].[Na+]